C(C1=CC=CC=C1)OC(C(=O)NN)(CCCCC1OCCO1)C(F)(F)F 2-benzyloxy-6-(1,3-dioxolan-2-yl)-2-(trifluoromethyl)hexanohydrazide